(S)-6-(((1-(6-((cyclopropylmethyl)amino)pyridin-3-yl)piperidin-3-yl)amino)methyl)-9,10-difluoro-2,3-dihydro-7H-[1,4]oxazino[2,3,4-ij]quinolin-7-one C1(CC1)CNC1=CC=C(C=N1)N1C[C@H](CCC1)NCC1=CN2C3=C(C(=C(C=C3C1=O)F)F)OCC2